3-(4-chlorophenyl)propanal ClC1=CC=C(C=C1)CCC=O